C(C)OC=1C=C(C=2N(C1)N=C1C2C=NN1)C=1C=CC(=NC1)N1C[C@@H]([C@H](CC1)NC(C1=C(C=CC=C1F)F)=O)O N-((3S,4S)-1-(5-(6-ethoxy-1H-pyrazolo[3',4':3,4]pyrazolo[1,5-a]pyridin-4-yl)pyridin-2-yl)-3-hydroxypiperidin-4-yl)-2,6-difluorobenzamide